3-Ethylamino-2-methyl-propan C(C)NCC(C)C